1-(5-bromo-2-fluoro-4-methylphenyl)-3-(2-(trifluoromethyl)pyridin-4-yl)urea BrC=1C(=CC(=C(C1)NC(=O)NC1=CC(=NC=C1)C(F)(F)F)F)C